[(2S)-4-[4-[6-(Difluoromethyl)imidazo[1,2-b]pyridazin-3-yl]-2-pyridyl]morpholin-2-yl]methylimino-dimethyl-oxo-sulfane FC(C=1C=CC=2N(N1)C(=CN2)C2=CC(=NC=C2)N2C[C@H](OCC2)CN=CS(=O)C)F